BrC1=CC(=C(C=C1)NC(C)=O)C=O N-(4-bromo-2-formyl-phenyl)acetamide